BrCC1=CC=C(C=C1)C1CCN(CC1)C 4-(4-(bromomethyl)phenyl)-1-methylpiperidine